4-(2-((7-aminoheptyl)amino)-2-oxoethoxy)-2-methyl-N-(5-methylthiazol-2-yl)benzamide NCCCCCCCNC(COC1=CC(=C(C(=O)NC=2SC(=CN2)C)C=C1)C)=O